N-[(dimethylamino)sulfonyl]-{2-[4-(4-cyclopropyl-1-methyl-6-oxo(3-hydroxypyridyl))pyrazolyl]phenyl}carboxamide CN(S(=O)(=O)NC(=O)C1=C(C=CC=C1)C1=NNC=C1C=1N(C(C=C(C1O)C1CC1)=O)C)C